C(C)OC(CC1=C(C=CC=C1)O)=O 2-(2-hydroxyphenyl)acetic acid ethyl ester